C(#N)C(CC=1NC2=CC(=CC=C2C1)C=1C=CC2=C(N(C(O2)=O)C)C1)NC(=O)[C@H]1OCCCN(C1)C(=O)OC(C)(C)C tert-butyl (2S)-2-({1-cyano-2-[6-(3-methyl-2-oxo-1,3-benzoxazol-5-yl)-1H-indol-2-yl]ethyl}carbamoyl)-1,4-oxazepane-4-carboxylate